C(C=C)(=O)N1CC(CC1)N1C=C(C2=CC(=CC=C12)C1=C2C=NNC2=CC=C1C)C#N 1-(1-acryloylpyrrolidin-3-yl)-5-(5-methyl-1H-indazol-4-yl)-1H-indole-3-carbonitrile